ClC=1C=CC(=C(C1)C1=C(C=NC(=C1)C)C(=O)NC=1SC=2C(=NC=C(N2)C2=CC=C(C=C2)C#N)N1)C(F)(F)F 4-(5-Chloro-2-(trifluoromethyl)phenyl)-N-(6-(4-cyanophenyl)thiazolo[4,5-b]pyrazin-2-yl)-6-methylpyridine-3-carboxamide